8-bromo-3-cyclopropyl-[1,2,4]triazolo[4,3-a]pyridine BrC=1C=2N(C=CC1)C(=NN2)C2CC2